8-chloro-4-(((R)-3,3-dimethyltetrahydro-2H-pyran-4-yl)amino)quinoline-3-carbonitrile ClC=1C=CC=C2C(=C(C=NC12)C#N)N[C@H]1C(COCC1)(C)C